CN1N=CC=2N(CCCC21)CC2=CC(=C1CN(C(C1=C2)=O)C2=CC(=CC=C2)C2(COC2)CC2=NN=CN2C)C(F)(F)F 6-((1-methyl-1,5,6,7-tetrahydro-4H-pyrazolo[4,3-b]pyridin-4-yl)methyl)-2-(3-(3-((4-methyl-4H-1,2,4-triazol-3-yl)methyl)oxetan-3-yl)phenyl)-4-(trifluoromethyl)isoindolin-1-one